ClC1=CC=2CCC=3C=CC=NC3C(C2C=C1)=C1CCN(CC1)C(=O)C=1C=NC=CC1 [4-(13-chloro-4-azatricyclo[9.4.0.03,8]pentadeca-1(11),3(8),4,6,12,14-hexaen-2-ylidene)-1-piperidyl]-(3-pyridyl)methanone